4-chloro-N-isopropyl-N-methyl-6-oxo-1,6-dihydropyridine-3-carboxamide ClC=1C(=CNC(C1)=O)C(=O)N(C)C(C)C